(R)-6-(4-(1-(2-amino-5-bromopyridin-3-yl)ethyl)-8-chloro-5,6-dihydro-4H-[1,4]oxazepino[5,6,7-de]quinazolin-9-yl)-N,N-bis(4-methoxybenzyl)-4-methyl-5-(trifluoromethyl)pyridin-2-amine NC1=NC=C(C=C1[C@@H](C)N1CCOC=2C=3C1=NC=NC3C=C(C2Cl)C2=C(C(=CC(=N2)N(CC2=CC=C(C=C2)OC)CC2=CC=C(C=C2)OC)C)C(F)(F)F)Br